(R,R)-N-(p-Toluenesulfonyl)-1,2-Diphenylethylenediamine CC1=CC=C(C=C1)S(=O)(=O)N[C@@H]([C@H](N)C1=CC=CC=C1)C1=CC=CC=C1